(S)-2,2,2-trifluoro-1-phenylethyl ((S)-1-((3R,5'S)-5'-cyano-5-fluoro-2-oxospiro[indoline-3,3'-pyrrolidin]-1'-yl)-4-methyl-1-oxopentan-2-yl)carbamate C(#N)[C@@H]1C[C@@]2(CN1C([C@H](CC(C)C)NC(O[C@H](C(F)(F)F)C1=CC=CC=C1)=O)=O)C(NC1=CC=C(C=C12)F)=O